NC(C#CC1=CC=CC=2N(CCOCC21)C2=NC(N(C1=CC=CC(=C21)F)C([2H])([2H])[2H])=O)(C)C 4-(6-(3-Amino-3-methylbut-1-yn-1-yl)-2,3-dihydrobenzo[e][1,4]oxazepin-1(5H)-yl)-5-fluoro-1-(methyl-d3)quinazolin-2(1H)-one